methyl 4-piperidinyl-carboxylate N1CCC(CC1)C(=O)OC